3-cyclopropoxy-4-(N-methyl-2-(N-(2-(trifluoromethyl)benzyl)-(2,3,4,5,6-pentafluoro-phenyl)sulfonamido)acetamido)benzoic acid C1(CC1)OC=1C=C(C(=O)O)C=CC1N(C(CN(S(=O)(=O)C1=C(C(=C(C(=C1F)F)F)F)F)CC1=C(C=CC=C1)C(F)(F)F)=O)C